NC1=NC=C(C=C1I)OCCNC 2-amino-3-iodo-5-(2-methylaminoethyl)oxypyridine